ClC1CC(C1)[C@@H](C=1C=C(C=CC1)N1C(C2=CC(=CC(=C2C1)C(F)(F)F)CNC1(CCC1)C)=O)C1=NN=CN1C 2-(3-((S)-((1s,3R)-3-chlorocyclobutyl)(4-methyl-4H-1,2,4-triazol-3-yl)methyl)phenyl)-6-(((1-methylcyclobutyl)amino)methyl)-4-(trifluoromethyl)isoindolin-1-one